4-Acetyl-6-hydroxy-2,7-dimethyl-8H-pyrido[1,2-b]pyridazin-8-one C(C)(=O)C=1C=2N(N=C(C1)C)C(C(=C(C2)O)C)=O